Cl.N[C@@H]1CN(CCC1)C1=CC(=NC=C1C=1C=NN(C1)C(F)F)NC1=NC(=C(C=C1)[N+](=O)[O-])C1=C(C=CC=C1OC)F 4-((S)-3-aminopiperidin-1-yl)-5-(1-(difluoromethyl)-1H-pyrazol-4-yl)-N-(6-(2-fluoro-6-methoxyphenyl)-5-nitropyridin-2-yl)pyridin-2-amine hydrochloride